C(C)C1=NC(=NO1)C=1C=C2CC[C@H](C2=CC1)NC(=O)C=1C=NN(C1)CCOC (R)-N-(5-(5-ethyl-1,2,4-oxadiazol-3-yl)-2,3-dihydro-1H-inden-1-yl)-1-(2-methoxyethyl)-1H-pyrazole-4-carboxamide